1-(1-(2-chloro-4-fluorophenyl)ethyl)-1H-pyrazol ClC1=C(C=CC(=C1)F)C(C)N1N=CC=C1